2-chloro-4-(N-(2,4-dimethoxybenzyl)-N-(1,2,4-thiadiazol-5-yl)sulfonylamino)-5-fluoro-benzoic acid ClC1=C(C(=O)O)C=C(C(=C1)N(S(=O)(=O)C1=NC=NS1)CC1=C(C=C(C=C1)OC)OC)F